2-(1-hydroxyethyl)-naphtho[2,3-b]Furan-4,9-dione OC(C)C1=CC2=C(O1)C(C1=CC=CC=C1C2=O)=O